2-[4-(dihydroxyphosphoryl)-2-oxa-butyl]-acrylic acid 2,4,6-trimethylphenyl ester CC1=C(C(=CC(=C1)C)C)OC(C(=C)COCCP(=O)(O)O)=O